CCCCCCCCCCCCCCCCCCCCCCCCCC(C(CCCCCCCCCCCCCCCCC/C=C/CCCCCCCCCCCCC(=O)OC(C)CCCCCCCCCCCCCCCCCC)O)C(=O)OC[C@@H]1[C@H]([C@@H]([C@H](C(O1)O)O)O)O The molecule is a mycolate ester formed by esterification of (21E)-3-hydroxy-35-[(icosan-2-yl)oxy]-35-oxo-2-pentacosylpentatriacont-21-enoic acid with the 6-OH of D-glucose; produced by Mycobacterium phlei. It is a monosaccharide derivative and a mycolate ester.